trimyristyl phosphite P(OCCCCCCCCCCCCCC)(OCCCCCCCCCCCCCC)OCCCCCCCCCCCCCC